COC(=O)[C@@H]1[C@H]2C([C@H]2CN1C([C@@H](NC(=O)OC(C)(C)C)C(C)C)=O)(C)C.C(#C)C1=C(NC2=CC=C(C=C12)F)C(CCC)=O 1-(3-ethynyl-5-fluoro-1H-indol-2-yl)butan-1-one methyl-(1R,2S,5S)-3-[N-(tert-butoxycarbonyl)-L-valinyl]-6,6-dimethyl-3-azabicyclo[3.1.0]hexane-2-carboxylate